(4,4-difluorocyclohexyl)methyl (S)-2-amino-3-hydroxy-3-methylbutanoate N[C@H](C(=O)OCC1CCC(CC1)(F)F)C(C)(C)O